CN1CC=2C(C=3C=CN=C(C13)NC(=O)C1CC1)=NN(N2)C([2H])([2H])[2H] N-(5-methyl-2-(methyl-d3)-4,5-dihydro-2H-[1,2,3]triazolo[4,5-c][1,7]naphthyridin-6-yl)cyclopropanecarboxamide